BrC=1C=C(C=C(C1O)I)C[C@@H](C(=O)OC)NC(=O)OC(C)(C)C methyl (S)-3-(3-bromo-4-hydroxy-5-iodophenyl)-2-((tert-butoxycarbonyl)amino)propanoate